3,5-dimethyl-[1,1':4',1''-terphenyl]-4,4''-diol CC=1C=C(C=C(C1O)C)C1=CC=C(C=C1)C1=CC=C(C=C1)O